4-(3-(1H-pyrazol-5-yl)piperidin-1-yl)pyrido[4,3-d]pyrimidin-2-amine N1N=CC=C1C1CN(CCC1)C=1C2=C(N=C(N1)N)C=CN=C2